(5'S,7a'R)-5'-(3,5-difluoro-phenyl)-1-(pyrazolo[1,5-a]-pyridine-3-carbonyl)tetra-hydro-3'H-spiro[piperidine-4,2'-pyrrolo[2,1-b]oxazol]-3'-one FC=1C=C(C=C(C1)F)[C@@H]1CC[C@H]2OC3(C(N21)=O)CCN(CC3)C(=O)C=3C=NN2C3C=CC=C2